(1-(4-amino-3-fluorophenyl)-1H-pyrazol-5-yl)methanol NC1=C(C=C(C=C1)N1N=CC=C1CO)F